(E)-4-(2-cyclohexyl-2-(2-hydroxy-5-methylphenyl)vinyl)-1-methylpyridine bromide [Br-].C1(CCCCC1)\C(=C/C1=CCN(C=C1)C)\C1=C(C=CC(=C1)C)O